Methyl 1-(2-hydroxycyclopentyl)-1H-pyrrole-3-carboxylate OC1C(CCC1)N1C=C(C=C1)C(=O)OC